2-(trifluoromethyl)-4-vinylbenzoic acid FC(C1=C(C(=O)O)C=CC(=C1)C=C)(F)F